(4-((2,2-difluoropropyl)amino)cyclohexyl)carbamic acid tert-butyl ester C(C)(C)(C)OC(NC1CCC(CC1)NCC(C)(F)F)=O